4-Ethyl-N-((S*)-4,4,4-trifluoro-3,3-dimethyl-1-(5-((R)-1-(4,4,4-trifluorobutanamido)ethyl)-1H-benzo[d]imidazol-2-yl)butyl)-1,2,5-oxadiazole-3-carboxamide C(C)C=1C(=NON1)C(=O)N[C@@H](CC(C(F)(F)F)(C)C)C1=NC2=C(N1)C=CC(=C2)[C@@H](C)NC(CCC(F)(F)F)=O |o1:10|